ClC=1C=CC(=NC1)N1CC(N(CC1)CC1=C2C=CNC2=C(C=C1OC)C)C1=C(C(=O)O)C=CC=C1 4-5-chloropyridin-2-yl-1-(5-methoxy-7-methyl-4-indolylmethyl)piperazin-2-ylbenzoic acid